Benzyl (S)-4-(4-((4-(4-((cyano(cyclopropyl)methyl)carbamoyl)phenyl)-5-methylpyrimidin-2-yl)amino)-1H-pyrazol-1-yl)piperidine-1-carboxylate C(#N)[C@H](C1CC1)NC(=O)C1=CC=C(C=C1)C1=NC(=NC=C1C)NC=1C=NN(C1)C1CCN(CC1)C(=O)OCC1=CC=CC=C1